[Si](C)(C)(C(C)(C)C)OCC(O)C1=NC(=CC(=N1)Cl)C 2-((Tert-butyldimethylsilyl)oxy)-1-(4-chloro-6-methylpyrimidin-2-yl)ethan-1-ol